COC(CN)C1=CC2=C(C=C1)OCO2 beta-methoxy-3,4-methylenedioxyphenethylamine